C(C1=CC=CC=C1)OC=1C2=C(N=C(N1)OC[C@H]1N(CCC1)C)CN(CC2)C(=O)OC(C)(C)C (S)-tert-butyl 4-(benzyloxy)-2-((1-methylpyrrolidin-2-yl)methoxy)-5,6-dihydropyrido[3,4-d]pyrimidine-7(8H)-carboxylate